N-(2-methoxypyridin-4-yl)quinoxaline-2-carboxamide COC1=NC=CC(=C1)NC(=O)C1=NC2=CC=CC=C2N=C1